2-(5-chloro-2-(isopropylamino)pyridin-4-yl)-7-(chloromethyl)-7-(hydroxymethyl)-5-(2-(hydroxymethyl)benzyl)-5,6,7,8-tetrahydro-4H-pyrazolo[1,5-a][1,4]diazepin-4-one ClC=1C(=CC(=NC1)NC(C)C)C1=NN2C(C(N(CC(C2)(CO)CCl)CC2=C(C=CC=C2)CO)=O)=C1